2-(4-(((Cyclobutylmethyl)amino)methyl)-6-methylpyridin-2-yl)-6-(4-fluoro-2-(4-methyl-4H-1,2,4-triazol-3-yl)phenyl)isoindolin-1-one C1(CCC1)CNCC1=CC(=NC(=C1)C)N1C(C2=CC(=CC=C2C1)C1=C(C=C(C=C1)F)C1=NN=CN1C)=O